6-(Benzylthio)-2-methylquinazolin-4(3H)-one C(C1=CC=CC=C1)SC=1C=C2C(NC(=NC2=CC1)C)=O